2-methylpropan-2-yl 3-(ethoxycarbonyl)-5,6,7,8-tetrahydroimidazo[1,2-a]pyrazine-7-carboxylate C(C)OC(=O)C1=CN=C2N1CCN(C2)C(=O)OC(C)(C)C